[C@H]12CN(C[C@H](CC1)N2)C=2C1=C(N=C(N2)OC[C@]23CCCN3C[C@@H](C2)F)C(=C(N=C1)C=1C=C(C=C2CCC(C12)CC)O)F 7-(4-((1R,5S)-3,8-diazabicyclo[3.2.1]octan-3-yl)-8-fluoro-2-(((2R,7aS)-2-fluorotetrahydro-1H-pyrrolizin-7a(5H)-yl)methoxy)pyrido[4,3-d]pyrimidin-7-yl)-1-ethyl-2,3-dihydro-1H-inden-5-ol